(S)-(1-(3-bromo-5-(trifluoromethyl)pyridin-2-yl)-4-(t-butoxycarbonyl)piperazin-2-yl)methyl mercaptan BrC=1C(=NC=C(C1)C(F)(F)F)N1[C@@H](CN(CC1)C(=O)OC(C)(C)C)CS